3-(3-chlorophenyl)urea ClC=1C=C(C=CC1)NC(N)=O